FC1=C(C=CC=C1CN1C(NCC1)=O)CN1C(OC2=C(C1)C=CC(=C2)OC=2N=NC=CC2)=O 3-({2-fluoro-3-[(2-oxo-1-imidazolidinyl)methyl]phenyl}methyl)-7-(3-pyridazinyloxy)-3,4-dihydro-2H-1,3-benzoxazin-2-one